C[Si]1(CCC(CCC1)NC(=O)C1=CC2=C(N=C(S2)C2=NC=CC=C2)N1)C N-(1,1-Dimethylsilacycloheptan-4-yl)-2-(2-pyridyl)-4H-pyrrolo[2,3-d]thiazole-5-carboxamide